OC[C@H](C1=CC=CC=C1)NC1=CC(=NC=C1C=1OC(=NN1)C)NC1=CC2=C(B(OC2(C)C)O)C=C1 (S)-5-((4-((2-hydroxy-1-phenylethyl)amino)-5-(5-methyl-1,3,4-oxadiazol-2-yl)pyridin-2-yl)amino)-3,3-dimethylbenzo[c][1,2]oxaborol-1(3H)-ol